(3,5-difluoro-4-(thiophen-3-yl)phenyl)ethan-1-one FC=1C=C(C=C(C1C1=CSC=C1)F)C(C)=O